2'-methylsulfonyl-spiro[cyclopropane-1,5'-pyrrolo[2,3-d]pyrimidine]-6'-one CS(=O)(=O)C=1N=CC2=C(N1)NC(C21CC1)=O